CN(C1=CC=C2C(OC(=O)C2=C1)(C1=CC=C(C=C1)N(C)C)C1=CC=C(C=C1)N(C)C)C 6-(dimethylamino)-3,3-bis[4-(dimethylamino)phenyl]phthalide